FC1C(C1)C(=O)NC=1N=C2N(C=C(C=C2)C=2N=CSC2CO)C1 2-Fluoro-N-(6-(5-(hydroxymethyl)thiazol-4-yl)imidazo[1,2-a]pyridin-2-yl)cyclopropane-1-carboxamide